ClC1=CC=C(C=C1)C1(CC(C1)N1C(OC(=N1)CN1C=NC2=C(C1=O)C=CC=N2)=O)F trans-3-[3-(4-chlorophenyl)-3-fluoro-cyclobutyl]-5-[(4-oxopyrido[2,3-d]pyrimidin-3-yl)methyl]-1,3,4-oxadiazol-2-one